ClC1=C(C=C(C(=C1)F)[N+](=O)[O-])OC(C)C 1-Chloro-5-fluoro-2-isopropoxy-4-nitrobenzene